COC(C1=CN=C(C=C1O)Cl)=O 6-chloro-4-hydroxynicotinic acid methyl ester